3-fluorobicyclo[1.1.1]Pentane-1-carboxylic acid FC12CC(C1)(C2)C(=O)O